FC(C1=CC2CCCN(C2C=C1)C=1C=C(C=CC1)NC(C=C)=O)(F)F N-[3-[6-(trifluoromethyl)-3,4,4a,8a-tetrahydro-2H-quinolin-1-yl]phenyl]prop-2-enamide